tert-butyl 2-(cyanomethyl)-1,3,3a,4,6,6a-hexahydropyrrolo[3,4-c]pyrrole-5-carboxylate C(#N)CN1CC2CN(CC2C1)C(=O)OC(C)(C)C